N-(6-(3-nitro-4-(1-oxo-1,2,3,4-tetrahydroisoquinolin-6-yl)-1H-pyrazol-1-yl)pyridin-2-yl)acrylamide S-adenosylmethioninate [C@@H]1([C@H](O)[C@H](O)[C@@H](C[S+](CC[C@H](N)C(=O)[O-])C)O1)N1C=NC=2C(N)=NC=NC12.[N+](=O)([O-])C1=NN(C=C1C=1C=C2CCNC(C2=CC1)=O)C1=CC=CC(=N1)NC(C=C)=O